2-amino-6-[(2E-cyclooct-2-en-1-yl)oxycarbonylamino]hexanoic acid NC(C(=O)O)CCCCNC(=O)OC1\C=C\CCCCC1